COC(=O)C=1SC=C(C1C(=O)OC)NC(NC1=C(C=C(C(=C1)OCC1=CC=CC=2N=CSC21)OC)F)=O 4-({[5-(1,3-benzothiazol-7-ylmethoxy)-2-fluoro-4-methoxyphenyl]carbamoyl}amino)thiophene-2,3-dicarboxylic acid dimethyl ester